2-fluoro-3-methoxybenzoate FC1=C(C(=O)[O-])C=CC=C1OC